N(=[N+]=[N-])CCCCCCC1=C(C=C(C=C1[C@H](C)[C@@H](C)O)O)O |r| 4-(6-azidohexyl)-5-((2SR,3RS)-3-hydroxybutan-2-yl)benzene-1,3-diol